COC=1C=C(C=CC1)NC(=O)C1=NN2C(N=C(C=C2C=2C=NNC2)N([C@@H](C)C2=CC=CC=C2)C)=C1 (S)-N-(3-methoxyphenyl)-5-(methyl-(1-phenylethyl)amino)-7-(1H-pyrazol-4-yl)pyrazolo[1,5-a]pyrimidine-2-carboxamide